ethyl 4-hydroxy-2-methyl-5,6-dihydro-4H-pyran-3-carboxylate OC1C(=C(OCC1)C)C(=O)OCC